ClC1=CC=C2C(=CNC2=C1)S(=O)(=O)NC1=NC=C(C=C1)I 6-chloro-N-(5-iodopyridin-2-yl)-1H-indole-3-sulfonamide